(6Z)-6-(2-aminoethoxyimino)-8-methoxy-5,5-dimethyl-benzo[h]quinazolin-4-amine NCCO\N=C/1\C(C=2C(=NC=NC2C2=C1C=C(C=C2)OC)N)(C)C